1-(4-(3-Amino-1H-indazol-5-yl)pyridin-2-yl)-3-(3-phenoxyphenyl)urea NC1=NNC2=CC=C(C=C12)C1=CC(=NC=C1)NC(=O)NC1=CC(=CC=C1)OC1=CC=CC=C1